C(C)(C)(C)OC(=O)N(CC(=O)O)C 2-(tert-butoxycarbonyl(methyl)amino)acetic acid